CN(C(=O)OC=1C(=CC(=C(C1)SSSSSSC1=C(C=C(C(=C1)OC(N(C)C)=O)Cl)C)C)Cl)C bis(5-dimethylcarbamoyloxy-4-chloro-2-methylphenyl) hexasulfide